C=1C=CN2C=CC(=CC12)C(=O)[O-] indolizine-7-carboxylate